C1(CC1)N1N=CC(=C1)C=1C=C2C=CC=NC2=CC1 6-(1-Cyclopropyl-1H-pyrazol-4-yl)quinoline